ClC1=CC2=C(C=N1)C(=NN2C2=C(C=C(C=C2)CNCC2=C(C=C(C=C2)OC)OC)OC)CC#N 2-(6-Chloro-1-(4-(((2,4-dimethoxybenzyl)amino)methyl)-2-methoxyphenyl)-1H-pyrazolo[4,3-c]pyridin-3-yl)acetonitrile